2-(3-Azabicyclo[3.1.0]hexan-3-yl)-8-(1-hydroxyethyl)-6-methyl-3-(trideuteriomethyl)quinazolin-4-one C12CN(CC2C1)C1=NC2=C(C=C(C=C2C(N1C([2H])([2H])[2H])=O)C)C(C)O